N-[4-(trifluoromethyl)pyridin-3-yl]piperidine-1-carboxamide FC(C1=C(C=NC=C1)NC(=O)N1CCCCC1)(F)F